C(C1=CC=CC=C1)OC(=O)N[C@@H](CO)C(=O)OC methyl ((benzyloxy)carbonyl)-L-serinate